C[Si](C1=CC=C(NC#C)C=C1)(C)C p-trimethylsilyl-ethynyl-aniline